1-(quinazolin-6-yl)-1H-benzo[d]imidazol-2(3H)-one N1=CN=CC2=CC(=CC=C12)N1C(NC2=C1C=CC=C2)=O